(3-methylisoxazoyl)-[4-[5-(trifluoromethyl)-1,2,4-oxadiazol-3-yl]phenyl]methanone CC1(NOC=C1)C(=O)C(=O)C1=CC=C(C=C1)C1=NOC(=N1)C(F)(F)F